N[C@@H]1CN(CC[C@H]1F)C1=NC2=C(N1CC1=NC=C(C=N1)C#N)C=C(C=C2)F 2-((2-((3R,4R)-3-amino-4-fluoropiperidin-1-yl)-6-fluoro-1H-benzo[d]imidazol-1-yl)methyl)pyrimidine-5-carbonitrile